3-(benzyloxy)spiro[cyclobutane-1,3'-indolin]-2'-one C(C1=CC=CC=C1)OC1CC2(C(NC3=CC=CC=C23)=O)C1